rac-4-((4bS,5R,6S,7S,7aR)-6-((cyclopropylamino)methyl)-4b,5-dihydroxy-4-methoxy-7-phenyl-4b,5,6,7-tetrahydro-7aH-cyclopenta[4,5]furo[2,3-c]pyridin-7a-yl)benzonitrile C1(CC1)NC[C@@H]1[C@H]([C@]2([C@](C3=C(C=NC=C3OC)O2)([C@@H]1O)O)C1=CC=C(C#N)C=C1)C1=CC=CC=C1 |r|